2-(4-Isopropyl-7-(1-Methyl-1h-Imidazol-4-Yl)-1-Oxopyrrolo[1,2-D][1,2,4]Triazin-2(1h)-Yl)-N-(Pyrimidin-4-Yl)Acetamide C(C)(C)C1=NN(C(C=2N1C=C(C2)C=2N=CN(C2)C)=O)CC(=O)NC2=NC=NC=C2